C(C)(C)(C)OC(NC12CC(C1)(C2)C2=NOC(=C2)C=2C=NC(=CC2)C(F)(F)F)=O (3-(5-(6-(trifluoromethyl)pyridin-3-yl)isoxazol-3-yl)bicyclo[1.1.1]pent-1-yl)carbamic acid tert-butyl ester